BrC=1C=C(C(=NC1)NC(=O)C(C(C1CC1)C1CC1)NC(=O)C=1N(N=CC1)CC)OC N-[1-[(5-bromo-3-methoxy-2-pyridyl)carbamoyl]-2,2-dicyclopropyl-ethyl]-2-ethyl-pyrazole-3-carboxamide